3-(6-chloro-1H-imidazo[4,5-c]pyridin-2-yl)-N-[4-(2-pyridyl)phenyl]aniline ClC1=CC2=C(C=N1)N=C(N2)C=2C=C(NC1=CC=C(C=C1)C1=NC=CC=C1)C=CC2